N-(4-((4-(ethoxymethyl)-4-phenethylpiperidin-1-yl)methyl)-2,6-dimethylphenyl)acetamide tert-butyl-(3-cyclopropyl-4-(4,4,5,5-tetramethyl-1,3,2-dioxaborolan-2-yl)benzyl)carbamate C(C)(C)(C)N(C(O)=O)CC1=CC(=C(C=C1)B1OC(C(O1)(C)C)(C)C)C1CC1.C(C)OCC1(CCN(CC1)CC1=CC(=C(C(=C1)C)NC(C)=O)C)CCC1=CC=CC=C1